[Cl-].[Cl-].C(C)(C)[Lu+2]C1C=CC=C1 isopropyl-cyclopentadienyl-lutetium dichloride